(1R,2S,5R)-2-isopropyl-5-methylcyclohexyl 2-bromoacetate BrCC(=O)O[C@H]1[C@@H](CC[C@H](C1)C)C(C)C